ClC1=C(C(=CC=C1)Cl)N1N=C(C(=N1)C(=O)N)NC=1C=NN(C1)S(=O)(=O)CC 2-(2,6-dichlorophenyl)-5-((1-(ethylsulfonyl)-1H-pyrazol-4-yl)amino)-2H-1,2,3-triazole-4-carboxamide